OCCCC[N+]1(CCCC1)CCC (4-hydroxybutyl)-1-propylpyrrolidin-1-ium